FC(C=1SC=C(N1)C(C)NC1=NC=NC(=N1)N)(F)F N2-(1-(2-(trifluoromethyl)thiazol-4-yl)ethyl)-1,3,5-triazine-2,4-diamine